FC1=CC2=C(N[C@H](CN2)[C@@H](C2=CC=CC=C2)NC[C@@H](C)C=2C=C(C=C(C2)OC)CC(=O)O)N=C1 |o1:18| 2-(3-((S or R)-1-(((R)-((R)-7-fluoro-1,2,3,4-tetrahydropyrido[2,3-b]pyrazin-3-yl)(phenyl)methyl)amino)propan-2-yl)-5-methoxyphenyl)acetic acid